1,1,1,2,2-pentamethoxypropane COC(C(C)(OC)OC)(OC)OC